N-(2-((8-(3-(4-amino-1-oxoisoindolin-2-yl)-2,6-dioxopiperidin-1-yl)octyl)oxy)-5-(tert-butyl)phenyl)-1-(2,5-dimethoxyphenyl)-5-methyl-1H-1,2,3-triazole-4-carboxamide NC1=C2CN(C(C2=CC=C1)=O)C1C(N(C(CC1)=O)CCCCCCCCOC1=C(C=C(C=C1)C(C)(C)C)NC(=O)C=1N=NN(C1C)C1=C(C=CC(=C1)OC)OC)=O